C1(=CC=CC=C1)CCCC1=NOC(=N1)[C@H]1N(CCC1)C(=O)OC(C)C Isopropyl (S)-2-(3-(3-phenylpropyl)-1,2,4-oxadiazol-5-yl)pyrrolidine-1-carboxylate